FC=1C(=NC=C(C1)N1CCC2(CC(C2)=O)CC1)C(=O)OC Methyl 3-fluoro-5-(2-oxo-7-azaspiro[3.5]nonan-7-yl)pyridine-2-carboxylate